Carboxy-Acrylat C(=O)(O)OC(C=C)=O